(R)-N-methyl-3-((6-oxo-5,6-dihydropyrido[3,2-e]pyrrolo[1,2-a]pyrazin-3-yl)methyl)-1,2,3,4,4a,5-hexahydropyrazino[1,2-d]pyrido[2,3-b][1,4]oxazine-8-carboxamide CNC(=O)C=1C=CC2=C(OC[C@@H]3N2CCN(C3)CC3=CC=2NC(C=4N(C2N=C3)C=CC4)=O)N1